tri(ethoxy)-2-propyl silyl ether [SiH3]OC(C)C(OCC)(OCC)OCC